C(C)OC1=C(C=C(C=C1)OC)C(CC#N)=O 3-(2-Ethoxy-5-methoxyphenyl)-3-oxopropanenitrile